(R)-1-(5-chloro-3-fluoro-pyridin-2-yl)-4-(4-fluoro-3-methylbenzyl)-3-(oxetan-3-yl)piperazine-2,5-dione ClC=1C=C(C(=NC1)N1C([C@H](N(C(C1)=O)CC1=CC(=C(C=C1)F)C)C1COC1)=O)F